delta-(-)-3-hydroxybutyrate C[C@H](CC(=O)O)O